C(C)OC(=O)C=1C(OC2=C(C1)C=C(C(=C2C)C(C)(C)C)Cl)C(F)(F)F 6-chloro-7-tert-butyl-8-methyl-2-trifluoromethyl-2H-benzopyran-3-carboxylic acid ethyl ester